5-(quinolin-3-yl)-6-((triethylsilyl)ethynyl)-7H-pyrrolo[2,3-d]pyrimidin-4-amine N1=CC(=CC2=CC=CC=C12)C1=C(NC=2N=CN=C(C21)N)C#C[Si](CC)(CC)CC